CC1C(C1C=1N=CN(C1)C)C(=O)N 2-methyl-3-(1-methyl-1H-imidazol-4-yl)cyclopropane-1-carboxamide